C1(CC(C(CC1)C(C)C)OC(C=1C(N)=CC=CC1)=O)C.C(C)N1C2=CC=C(C=C2C=2C=C(C=CC12)C(C)=NOC(C)=O)C(C1=C(C=CC=C1)C)=O 1-(((1-(9-ethyl-6-(2-methylbenzoyl)-9H-carbazol-3-yl)ethylidene)amino)oxy)ethane-1-one Menthylanthranilat